N-(5-Chloro-6-(2H-1,2,3-triazol-2-yl)pyridin-3-yl)-1-(1-methoxyisochinolin-4-yl)-5-(trifluoromethyl)-1H-pyrazol-4-carboxamid ClC=1C=C(C=NC1N1N=CC=N1)NC(=O)C=1C=NN(C1C(F)(F)F)C1=CN=C(C2=CC=CC=C12)OC